fluorooctyl-carboxylate FCCCCCCCCC(=O)[O-]